CN(CC(=O)N1CCC(CC1)C=1C=C2C(=C(NC2=CC1)C1=CC(=NC(=C1)C)C)CC)C 2-(dimethylamino)-1-(4-(2-(2,6-dimethylpyridin-4-yl)-3-ethyl-1H-indol-5-yl)piperidin-1-yl)ethan-1-one